CN1N=C(C=2CC(CCC12)C(F)(F)F)C(=O)N[C@@H]1C(N(C2=C(OC1)C=CC=C2)C)=O methyl-N-((S)-5-methyl-4-oxo-2,3,4,5-tetrahydrobenzo[b][1,4]oxazepin-3-yl)-5-(trifluoromethyl)-4,5,6,7-tetrahydro-1H-indazole-3-carboxamide